1-cyclopropyl-N-[6-ethoxy-2-(3-hydroxy-3-methyl-butyl)pyrazolo[1,5-a]pyridin-5-yl]-2-oxo-pyridine-3-carboxamide C1(CC1)N1C(C(=CC=C1)C(=O)NC1=CC=2N(C=C1OCC)N=C(C2)CCC(C)(C)O)=O